CC1=CC=C(C=C1)S(=O)(=O)OCCC1CCN(CC1)C(=O)OC(C)(C)C tert-butyl 4-{2-[(4-methylbenzenesulfonyl)oxy]ethyl}piperidine-1-carboxylate